(R)-2-(((R)-1,1,1-trifluoropropan-2-yl)oxy)propanoic acid FC([C@@H](C)O[C@@H](C(=O)O)C)(F)F